ClC=1C=C2C(=CN=C3N2C(C[C@H]3C(=O)N[C@@H]3CC(CCC3)(F)F)(C(F)(F)F)C)N1 (R)-2-chloro-N-((S)-3,3-difluorocyclohexyl)-8-methyl-8-(trifluoromethyl)-7,8-dihydro-6H-pyrrolo[1,5-a]pyrrolo[2,3-e]pyrimidine-6-carboxamide